C1(C#CCCCCC1)CC(=O)O 2-cyclooctyne-acetic acid